1-[3-fluoro-5-hydroxy-4-(1,1,4-trioxo-1,2,5-thiadiazolidin-2-yl)phenyl]-3-[(1S)-2-hydroxy-1-phenylethyl]urea FC=1C=C(C=C(C1N1S(NC(C1)=O)(=O)=O)O)NC(=O)N[C@H](CO)C1=CC=CC=C1